C(C1=CC=CC=C1)OC1=NC(=CC=C1C=1C=NC=C(C1)N1CCN(CC1)CC1CCN(CC1)C(=O)OC(C)(C)C)OCC1=CC=CC=C1 tert-butyl 4-((4-(2',6'-bis(benzyloxy)-[3,3'-bipyridin]-5-yl)piperazin-1-yl)methyl)piperidine-1-carboxylate